3-[5-(3-aminoprop-1-ynyl)-3-methyl-2-oxo-benzimidazol-1-yl]piperidine-2,6-dione NCC#CC1=CC2=C(N(C(N2C)=O)C2C(NC(CC2)=O)=O)C=C1